2,2-bis-[4-(4-aminophenoxy)-phenyl]propane NC1=CC=C(OC2=CC=C(C=C2)C(C)(C)C2=CC=C(C=C2)OC2=CC=C(C=C2)N)C=C1